FC(C1=CC=C(C(=N1)OC)[C@H]1[C@@H](O[C@]([C@H]1C)(C(F)(F)F)C)C(=O)NC1=CC(=NC=C1)C(=O)N)F |o1:10,11,13,14| Rel-(2R,3S,4S,5R)-4-[[3-[6-(difluoromethyl)-2-methoxy-3-pyridinyl]-4,5-dimethyl-5-(trifluoromethyl)tetrahydrofuran-2-carbonyl]amino]pyridine-2-carboxamide